2-((tert-butoxycarbonyl)amino)-3-(1-ethylpiperidin-4-yl)propanoic acid C(C)(C)(C)OC(=O)NC(C(=O)O)CC1CCN(CC1)CC